(S)-N-(1-hydroxy-2-methylpropan-2-yl)-2-(1-methylpyrrolidin-2-yl)acetamide OCC(C)(C)NC(C[C@H]1N(CCC1)C)=O